ClC1=CC=C(CNC(NC2=CC=C(CNS(=O)(=O)C)C=C2)=O)C=C1 N-(4-(3-(4-chlorobenzyl)ureido)benzyl)methanesulfonamide